6-[1-(2,2-difluoroethyl)-1H-pyrazolo[3,4-b]pyrazin-6-yl]-2-[3-(trifluoromethyl)pyridin-2-yl]-2,6-diazaspiro[3.5]nonane FC(CN1N=CC=2C1=NC(=CN2)N2CC1(CN(C1)C1=NC=CC=C1C(F)(F)F)CCC2)F